(S)-N-((S)-1-(5-(7-methoxy-1-methyl-2-oxo-1,2-dihydroquinolin-6-yl)oxazol-2-yl)-7-oxononyl)-6-methyl-6-azaspiro[2.5]octane-1-carboxamide COC1=C(C=C2C=CC(N(C2=C1)C)=O)C1=CN=C(O1)[C@H](CCCCCC(CC)=O)NC(=O)[C@H]1CC12CCN(CC2)C